CC1(C2CCC(CC2(CCC1)C)=O)C 5,5,8a-trimethyloctahydro-2(1H)-naphthalenone